O1C(CC1)CN1C=NC2=C1C=CC=C2 1-(oxetane-2-ylmethyl)-1H-benzo[d]imidazole